N-stearidonoyl-leucine C(CCCC\C=C/C\C=C/C\C=C/C\C=C/CC)(=O)N[C@@H](CC(C)C)C(=O)O